ARSENIC COPPER [Cu].[As]